COC1=C(C(=CC2=C1C1=CC=C(C(C=C1CCC2)=O)OC)OC)OC 1,2,3,10-tetramethoxy-9-oxo-5,6,7,9-tetrahydrobenzo[a]heptalen